7-methyl-4-(4-nitro-2-(trifluoromethyl)benzyl)-4,7-diazaspiro[2.5]octane CN1CCN(C2(CC2)C1)CC1=C(C=C(C=C1)[N+](=O)[O-])C(F)(F)F